N-(4-((3R,4S)-3-amino-4-methylpyrrolidin-1-yl)-2-((S)-tetrahydrofuran-3-yl)-2H-indazol-5-yl)-1-(2,6-difluorophenyl)-6-oxo-1,6-dihydropyridazine-3-carboxamide N[C@H]1CN(C[C@@H]1C)C=1C2=CN(N=C2C=CC1NC(=O)C1=NN(C(C=C1)=O)C1=C(C=CC=C1F)F)[C@@H]1COCC1